C12(CC(C1)C2)NC(=O)C=2N(C1=C(C=CC=C1C2)Cl)COCC[Si](C)(C)C N-[bicyclo[1.1.1]pentan-1-yl]-7-chloro-1-[[2-(trimethylsilyl)ethoxy]methyl]indole-2-carboxamide